C(C)OC1=NC(=NS1)C(Cl)(Cl)Cl 5-Ethoxy-3-(trichloromethyl)-1,2,4-thiadiazole